1-(2-(3,3-difluoroazetidin-1-yl)-5-fluoropyridin-4-yl)-6-fluoro-3,3-dimethyl-N-(4-methyl-1,1-dioxidotetrahydro-2H-thiopyran-4-yl)-2-oxoindoline-5-carboxamide FC1(CN(C1)C1=NC=C(C(=C1)N1C(C(C2=CC(=C(C=C12)F)C(=O)NC1(CCS(CC1)(=O)=O)C)(C)C)=O)F)F